S1C(=NC2=C1C=C1C(=C2)OCCO1)NC(=O)C1C(C2C=CC1C2)C(=O)O 3-(6,7-dihydro-[1,4]dioxino[2,3-f][1,3]benzothiazol-2-ylcarbamoyl)bicyclo[2.2.1]hept-5-ene-2-carboxylic acid